CC([C@@H](C(=O)N1C(CC(C1)O)C(=O)NC)N1N=NC(=C1)CNC1COCC1)(C)C 1-[(2S)-3,3-dimethyl-2-[4-[(tetrahydrofuran-3-ylamino)methyl]triazol-1-yl]butyryl]-4-hydroxy-N-methyl-pyrrolidine-2-carboxamide